2-(1H-pyrazolo[4,3-b]pyridin-1-yl)-7,8-dihydropyrido[4,3-d]pyrimidin N1(N=CC2=NC=CC=C21)C=2N=CC1=C(N2)CCN=C1